C1(CC1)N1C(C(C=2C1=CC=1C(=NN=C(C1C2)C)N[C@H](C)C2=C(C(=CC=C2)C(C(C)(C)O)(F)F)F)(C)C)=O 1-cyclopropyl-3,3,5-trimethyl-8-[[(1R)-1-[3-(1,1-difluoro-2-hydroxy-2-methyl-propyl)-2-fluoro-phenyl]ethyl]amino]pyrrolo[2,3-g]phthalazin-2-one